Cl.BrC=1C=CC(=C(C1)NN)F (5-bromo-2-fluorophenyl)hydrazine hydrochloride